C(C)(C)(C)OC(=O)NCC1=C(OCCCC(=O)OC)C=C(C=C1)C#C Methyl 4-(2-(((tert-butoxycarbonyl)amino)methyl)-5-ethynylphenoxy)butanoate